1-[(4-methylphenyl)dioxy-λ6-thio]-5-{4-[(4-methylpiperazin-1-yl)methyl]phenyl}-3-(2-methylpyrazol-3-yl)pyrrolo[2,3-b]pyridine CC1=CC=C(C=C1)OO[SH4]N1C=C(C=2C1=NC=C(C2)C2=CC=C(C=C2)CN2CCN(CC2)C)C=2N(N=CC2)C